C(C)(C)(C)S(=O)\N=C\C12CC(C1)(C2)C(=O)OCC ethyl (E)-3-(((tert-butylsulfinyl)imino)methyl)bicyclo[1.1.1]pentane-1-carboxylate